FC(C(=O)N(CC)CC)(F)F 2,2,2-trifluoro-N,N-diethylacetamide